C(C)OC(=O)C=1OC2=C(C1C)C=C(C=C2)S(NC2=CC=C(C=C2)I)(=O)=O 5-(N-(4-iodophenyl)sulfamoyl)-3-methylbenzofuran-2-carboxylic acid ethyl ester